C1(CCCCC1)NC=1C2=C(N=CC1C#CC1=NC=CC=C1C)NC=C2 N-cyclohexyl-5-((3-methylpyridin-2-yl)ethynyl)-1H-pyrrolo[2,3-b]pyridin-4-amine